perfluoro-2,3-dimethyl-1-butene FC(=C(C(C(F)(F)F)(C(F)(F)F)F)C(F)(F)F)F